C1(CC1)C=1C(=C(C=C(C1)C1=C(C(=C(C=C1C)F)F)CCCCC=C(C)C)[C@H](CC(=O)OCC)NC([C@@H](CC=C)OS(=O)(=O)C)=O)F Ethyl (S)-3-(5-cyclopropyl-3',4,4'-trifluoro-6'-methyl-2'-(6-methylhept-5-en-1-yl)-[1,1'-biphenyl]-3-yl)-3-((R)-2-((methylsulfonyl)oxy)pent-4-enamido)propanoate